COC(C1(CCN(CC1)C(=O)OCC1=CC=CC=C1)F)OC benzyl 4-(dimethoxymethyl)-4-fluoropiperidine-1-carboxylate